Ethylallyl ether C(C)OCC=C